4-((6-(3-Methyl-1H-1,2,4-triazol-1-yl)-3-nitropyridin-2-yl)amino)benzyl acetate C(C)(=O)OCC1=CC=C(C=C1)NC1=NC(=CC=C1[N+](=O)[O-])N1N=C(N=C1)C